(S)-5-((1-(3-(4-(5-Fluoropyridin-2-yl)piperazin-1-yl)-3-oxopropoxy)propan-2-yl)amino)-4-(trifluoromethyl)pyridazin-3(2H)-one FC=1C=CC(=NC1)N1CCN(CC1)C(CCOC[C@H](C)NC1=C(C(NN=C1)=O)C(F)(F)F)=O